8-bromo-2-methyl-4,5-dihydrobenzo[b]thieno[2,3-d]oxepine-9-carboxylic acid BrC=1C(=CC2=C(OCCC3=C2SC(=C3)C)C1)C(=O)O